6-(2-(5-cyclopropyl-3-(2,6-dichloro-4-fluorophenyl)isoxazol-4-yl)-7-azaspiro[3.5]non-1-en-7-yl)-4-isopropoxyquinoline-2-carboxylic acid C1(CC1)C1=C(C(=NO1)C1=C(C=C(C=C1Cl)F)Cl)C1=CC2(C1)CCN(CC2)C=2C=C1C(=CC(=NC1=CC2)C(=O)O)OC(C)C